CN(C(=O)C=1SC(=CC1)NCC#CC=1N(C2=CC=CC(=C2C1)NC1CCN(CC1)C)CC(F)(F)F)C N,N-dimethyl-5-((3-(4-((1-methylpiperidin-4-yl)amino)-1-(2,2,2-trifluoroethyl)-1H-indol-2-yl)prop-2-yn-1-yl)amino)thiophene-2-carboxamide